3-[(2S)-4-(5-{[4-(4-chlorothien-2-yl)-5-{[(2R)-2-methylpyrrolidin-1-yl]methyl}-1,3-thiazol-2-yl]carbamoyl}pyrazin-2-yl)-2-methylpiperazin-1-yl]propanoic acid dimaleate C(\C=C/C(=O)O)(=O)O.C(\C=C/C(=O)O)(=O)O.ClC=1C=C(SC1)C=1N=C(SC1CN1[C@@H](CCC1)C)NC(=O)C=1N=CC(=NC1)N1C[C@@H](N(CC1)CCC(=O)O)C